N-(3-methylpentane-2-yl)octane-1,8-diamine CC(C(C)NCCCCCCCCN)CC